2-bromo-4-fluorobenzonitrile BrC1=C(C#N)C=CC(=C1)F